C(#C)C1=CC(=C2C=CC=NC2=C1)C1(CC1)NC(C1=C(C=CC(=C1)OCC1N(CC1)C)C)=O N-(1-(7-ethynylquinolin-5-yl)cyclopropyl)-2-methyl-5-((1-methyl-azetidin-2-yl)methoxy)benzamide